(S)-6-(Bromomethyl)-4-(3,4-difluorophenyl)-2-(thiazol-2-yl)-1,4-dihydropyrimidine-5-carboxylate BrCC1=C([C@@H](N=C(N1)C=1SC=CN1)C1=CC(=C(C=C1)F)F)C(=O)[O-]